1,4-bishydroxy-methylcyclohexane OC1(CCC(CC1)O)C